C1(CC2C(CC1)O2)CC[Si](OCCC)(C)C (3,4-epoxycyclohexyl)ethyldimethyln-propoxysilane